(2S,4R)-4-((4-bromo-2-((2R,6S)-2,6-dimethylmorpholine-4-carbonyl)-6-nitrophenyl)amino)-1-(5-(methylamino)nicotinyl)pyrrolidine-2-carboxamide BrC1=CC(=C(C(=C1)[N+](=O)[O-])N[C@@H]1C[C@H](N(C1)CC1=CN=CC(=C1)NC)C(=O)N)C(=O)N1C[C@H](O[C@H](C1)C)C